(S)-tert-butyl 4-((1-(4-bromophenyl)-2,2,2-trifluoroethyl)(methyl)carbamoyl)piperidine-1-carboxylate BrC1=CC=C(C=C1)[C@@H](C(F)(F)F)N(C(=O)C1CCN(CC1)C(=O)OC(C)(C)C)C